((5-isobutyl-3-(4-((2-isopropyl-1H-imidazol-1-yl)methyl)phenyl)-4-methylthiophene-2-yl)sulfonyl)carbamic acid methyl ester COC(NS(=O)(=O)C=1SC(=C(C1C1=CC=C(C=C1)CN1C(=NC=C1)C(C)C)C)CC(C)C)=O